BrC=1C=C(C=C(C1)S(=O)(=O)C)NC(=O)C=1C=NN(C1)C1=NC=CC=C1C N-(3-bromo-5-(methylsulfonyl)phenyl)-1-(3-methylpyridin-2-yl)-1H-pyrazole-4-carboxamide